CN(CC=1C=C2C=CC=NC2=CC1)C1C2=C(N(N=C2CCC1)C1=NC=CC=C1)O (Methylquinolin-6-ylmethylamino)-2-pyridin-2-yl-4,5,6,7-tetrahydro-2H-indazol-3-ol